FC=1C=NC(=C(C(=O)Cl)C1)O 5-fluoro-2-hydroxynicotinoyl chloride